4-thioacetylstyrene C(C)(=S)C1=CC=C(C=C)C=C1